(2RS)-2-(6-bromo-1-oxo-isoindolin-2-yl)-2-(5-fluoro-2-methoxy-phenyl)acetic acid methyl ester COC([C@@H](C1=C(C=CC(=C1)F)OC)N1C(C2=CC(=CC=C2C1)Br)=O)=O |r|